(6S*)-7-(4-bromo-3-cyano-benzoyl)-2-[4-(cyclopropoxy)phenyl]-6-methyl-N-[[2-(5-methyl-1,3,4-oxadiazol-2-yl)phenyl]methyl]-3-oxo-6,8-dihydro-5H-imidazo[1,5-a]pyrazine-1-carboxamide BrC1=C(C=C(C(=O)N2CC=3N(C[C@@H]2C)C(N(C3C(=O)NCC3=C(C=CC=C3)C=3OC(=NN3)C)C3=CC=C(C=C3)OC3CC3)=O)C=C1)C#N |o1:12|